O=C(C[C@@H](CC1=C(C=C(C(=C1)F)F)F)N)N1CC=2N(CC1)C(=NN2)C(F)(F)F (2R)-4-oxo-4-[3-(trifluoromethyl)-5,6-dihydro-[1,2,4]triazolo[4,3-a]pyrazin-7(8H)-yl]-1-(2,4,5-trifluorophenyl)butan-2-amine